C(C)N(C1CN(CC1)C=1C=CC(=NC1)N1C=NC(=C1)NC=1N=CC(=NC1)C#N)C 5-((1-(5-(3-(Ethyl(methyl)amino)pyrrolidin-1-yl)pyridin-2-yl)-1H-imidazol-4-yl)amino)pyrazine-2-carbonitrile